FC=1C=C(C=NC1)C=1C(=C(C=CC1)C#N)N1CCC(CC1)C=1C=NC=CC1 3-(5-Fluoropyridin-3-yl)-2-[4-(pyridin-3-yl)piperidin-1-yl]benzene-1-carbonitrile